(e)-3-(4-t-Butylphenyl)-1-(2,4-dihydroxyphenyl)prop-2-en-1-one C(C)(C)(C)C1=CC=C(C=C1)/C=C/C(=O)C1=C(C=C(C=C1)O)O